OC1=C(C=CC(=C1)OCCC)C1=NC(=NC(=N1)C1=C(C=C(C=C1)OCCC)O)C1=C(C=C(C=C1)C)C 2,4-bis(2'-hydroxy-4'-propoxy-phenyl)-6-(2',4'-dimethylphenyl)-1,3,5-triazine